(n-octanesulfonyloxyimino)-4-methoxybenzylcyanide C(CCCCCCC)S(=O)(=O)ON=C(C1=CC=C(C=C1)OC)C#N